4-(dimethylamino)-N-(3-((6-methoxy-1H-indol-3-yl)methyl)phenyl)but-2-enamide CN(CC=CC(=O)NC1=CC(=CC=C1)CC1=CNC2=CC(=CC=C12)OC)C